NC1=NC=NC(=N1)O 2-amino-4-hydroxy-1,3,5-triazine